dihexyloxydodecenyl-butoxy methyl ether COOC(CCC)C=CCCCCCCCCCC(OCCCCCC)OCCCCCC